NC1=NN2C(N=C(C=C2)N2[C@H](C[C@@H](C2)F)C=2C(=NC=C(C2)F)CCCNC(=O)OC(C)(C)C)=C1C(=O)OCC ethyl 2-amino-5-((2R,4S)-2-(2-(3-(tert-butoxycarbonylamino)propyl)-5-fluoropyridin-3-yl)-4-fluoropyrrolidin-1-yl)pyrazolo[1,5-a]pyrimidine-3-carboxylate